C[Si](C(CN(C)C)C(C1=CC=NC2=CC=CC=C12)C1=CC=CC=C1)(C1=CC=CC=C1)C 2-(dimethyl-(phenyl)silyl)-N,N-dimethyl-3-phenyl-3-(quinoline-4-yl)-propan-1-amine